5-methyl-N-((1r,4r)-4-((3-(6-methylpyridin-3-yl)-2-oxo-2,3-dihydro-1H-benzo[d]imidazol-1-yl)methyl)cyclohexyl)-2-(trifluoromethyl)benzamide CC=1C=CC(=C(C(=O)NC2CCC(CC2)CN2C(N(C3=C2C=CC=C3)C=3C=NC(=CC3)C)=O)C1)C(F)(F)F